rac-trans-3-hydroxy-3-methyl-4-((4-(methylsulfonyl)phenoxy)methyl)pyrrolidine-1-carboxylic acid tert-butyl ester C(C)(C)(C)OC(=O)N1C[C@@]([C@@H](C1)COC1=CC=C(C=C1)S(=O)(=O)C)(C)O |r|